C(C1=CC=CC=C1)OC(=O)N[C@@H]1[C@@H](N(CC1(F)F)C(=O)OC(C)(C)C)CC1=C(C(=CC=C1)O)F tert-butyl (2S,3R)-3-{[(benzyloxy) carbonyl]amino}-4,4-difluoro-2-[(2-fluoro-3-hydroxyphenyl)methyl]pyrrolidine-1-carboxylate